4-[1-(2,2-dimethylpropanoyl)-5-(4-fluoro-3-methoxy-phenyl)-6-isopropyl-pyrrolo[2,3-f]indazol-7-yl]cyclohexanecarboxylate CC(C(=O)N1N=CC2=CC3=C(C=C12)C(=C(N3C3=CC(=C(C=C3)F)OC)C(C)C)C3CCC(CC3)C(=O)[O-])(C)C